C(CCCCC)C(COC(CCCCCCCCC(CCCCCCCCC(=O)OCC(CCCCCCCC)CCCCCC)N(C(CCCN1CCCC1)=O)CCCCCCCCCC)=O)CCCCCCCC bis(2-hexyldecyl)10-(N-decyl-4-(pyrrolidin-1-yl)butanamido)nonadecanedioate